tert-butyl (3S)-4-(6-chloro-7-(6-fluorobenzofuran-7-yl)-1-(2-isopropyl-6-methylphenyl)-2-oxo-1,2-dihydropyrido[2,3-d]pyrimidin-4-yl)-3-methylpiperazine-1-carboxylate ClC1=CC2=C(N(C(N=C2N2[C@H](CN(CC2)C(=O)OC(C)(C)C)C)=O)C2=C(C=CC=C2C)C(C)C)N=C1C1=C(C=CC=2C=COC21)F